N1N=CC2=C(C=CC=C12)C1=C(NC2=C(C=CC=C12)C)C(=O)O 3-(1H-indazol-4-yl)-7-methyl-1H-indole-2-carboxylic acid